2-(3,4-dimethoxyphenyl)-6-(4-(6-(2-methoxyethyl)-2,6-diazaspiro[3.3]heptan-2-yl)phenyl)-1,4-dimethyl-1H-imidazo[4,5-c]pyridine COC=1C=C(C=CC1OC)C=1N(C2=C(C(=NC(=C2)C2=CC=C(C=C2)N2CC3(C2)CN(C3)CCOC)C)N1)C